diethyl-hex-1,3-dienyl phosphate P(=O)(OC=CC=CC(C)(CC)CC)([O-])[O-]